chloro-1-(3,6,9,12,15,18-hexaoxahenicos-20-yn-1-yl)-5-phenyl-1,3-dihydro-2H-benzo[e][1,4]diazepin-2-one ClC1N=C(C2=C(N(C1=O)CCOCCOCCOCCOCCOCCOCC#C)C=CC=C2)C2=CC=CC=C2